OCC1OC(CC(C1O)O)N1N=C(C=C1)\C=C\C=1SC=CC1 (E)-2-(hydroxymethyl)-6-(3-(2-(thiophen-2-yl)vinyl)-1H-pyrazol-1-yl)tetrahydro-2H-pyran-3,4-diol